C=C[C@H]1CN2CC[C@H]1C[C@H]2[C@@H](C3=CC=NC4=CC=CC=C34)O The molecule is 8-epi-Cinchonan in which a hydrogen at position 9 is substituted by hydroxy (R configuration). A diasteroisomer of cinchonine, it occurs in the bark of most varieties of Cinchona shrubs, and is frequently used for directing chirality in asymmetric synthesis. It has a role as a metabolite. It is a cinchona alkaloid and an (8xi)-cinchonan-9-ol. It derives from a hydride of an (8S)-cinchonan.